3-(2-((3-acetamido-4-(3-(dimethylamino)-N-ethylpropionylamino)phenyl)amino)-5-chloropyrimidin-4-yl)-1H-indole-1-carboxylic acid tert-butyl ester C(C)(C)(C)OC(=O)N1C=C(C2=CC=CC=C12)C1=NC(=NC=C1Cl)NC1=CC(=C(C=C1)NC(CC(N(C)C)CC)=O)NC(C)=O